FC1=C(C(=O)OC)C=CC(=C1)NN methyl 2-fluoro-4-hydrazino-benzoate